C(CCCCCCC)C1=C(C=CC=C1)[S+](C1=CC=CC=C1)C1=C(C=CC=C1)CCCCCCCC bis(octylphenyl)phenyl-sulfonium